(3R)-3-{[6-(4-Methyl-phenyl)pyridin-3-yl]oxy}-1-azabicyclo[2.2.2]octan CC1=CC=C(C=C1)C1=CC=C(C=N1)O[C@H]1CN2CCC1CC2